4-hydroxy-3-oxobutanoic acid methyl ester COC(CC(CO)=O)=O